(3E)-16,16-dibutoxy-3-hexadecen-1-ol C(CCC)OC(CCCCCCCCCCC/C=C/CCO)OCCCC